methyl 3-bromo-5-(pentafluoro-λ6-sulfaneyl)benzoate BrC=1C=C(C(=O)OC)C=C(C1)S(F)(F)(F)(F)F